tert-butyl (R)-3-(2,2,2-trifluoroacetamido)pyrrolidine-1-carboxylate FC(C(=O)N[C@H]1CN(CC1)C(=O)OC(C)(C)C)(F)F